4-(2-tetrahydro-2H-pyranyloxy)phenylmagnesium bromide O1C(CCCC1)OC1=CC=C(C=C1)[Mg]Br